11,12-Dihydroindolo[2,3-a]carbazole-1,3,5,6,8,10-d6 C=1(C=C(C=C2C1NC1=C2C(=C(C=2C3=CC(=CC(=C3NC12)[2H])[2H])[2H])[2H])[2H])[2H]